[Ti].[Na] (P)-Sodium titanium